N[C@@H]1C[C@H](CC12CCN(CC2)C=2N(C(C1=C(N2)NN=C1C1=C(C2=CN(N=C2C=C1)C)Cl)=O)C)O 6-[(1R,3S)-1-amino-3-hydroxy-8-azaspiro[4.5]decan-8-yl]-3-(4-chloro-2-methyl-2H-indazol-5-yl)-5-methyl-1H,4H,5H-pyrazolo[3,4-d]pyrimidin-4-one